NCC(=O)N1CCN(CC1)C(C1=C(C=C(C=C1)NC=1C=2N(C=CN1)C(=CN2)C=2C(=NN(C2)CC2CC2)C(F)(F)F)F)=O 2-amino-1-(4-(4-((3-(1-(cyclopropylmethyl)-3-(trifluoromethyl)-1H-pyrazol-4-yl)imidazo[1,2-a]pyrazin-8-yl)amino)-2-fluorobenzoyl)piperazin-1-yl)ethan-1-one